4-bromo-9H-carbazole-1,2,4,5,6,7,8-d7 BrC1(CC(=C(C=2NC3=C(C(=C(C(=C3C12)[2H])[2H])[2H])[2H])[2H])[2H])[2H]